N-((4s,6r)-1-ethyl-1-azaspiro[3.3]heptan-6-yl)-2-(4-isobutoxy-3-isopropyl-6-oxopyridazin-1(6H)-yl)acetamide C(C)N1CCC12CC(C2)NC(CN2N=C(C(=CC2=O)OCC(C)C)C(C)C)=O